FC(C(=O)O)(F)F.CN(CCC1=CNC2=CC=CC(=C12)OCOC(CCC(=O)O)=O)C 4-(((3-(2-(dimethylamino)ethyl)-1H-indol-4-yl)oxy)methoxy)-4-oxobutanoic acid trifluoroacetate